((1S,4R,6R)-6-((5-bromopyridin-2-yl)amino)-2-azabicyclo[2.2.2]oct-2-yl)(3-fluoro-2-(2H-1,2,3-triazol-2-yl)phenyl)methanone BrC=1C=CC(=NC1)N[C@@H]1C[C@@H]2CN([C@H]1CC2)C(=O)C2=C(C(=CC=C2)F)N2N=CC=N2